tert-butyl 3-(1-[(2-hydroxyethoxy)methyl]cyclopropyl(methyl)carbamoyl)-4H,5H,6H,7H-pyrazolo[1,5-a]pyrazine-5-carboxylate OCCOCC1(CC1)N(C(=O)C=1C=NN2C1CN(CC2)C(=O)OC(C)(C)C)C